CC(N(C)C)CC1=CNC2=CC=CC=C12 α,N,N-trimethyltryptamine